NC1=C2N=CN(C2=NC(=N1)F)[C@H]1[C@@]([C@@H]([C@@](O1)(F)COP(=O)(O)OP(=O)(O)OP(=O)(O)O)O)(O)C#C (((2S,3S,4R,5R)-5-(6-amino-2-fluoro-9H-purin-9-yl)-4-ethynyl-2-fluoro-3,4-dihydroxytetrahydrofuran-2-yl)methyl)triphosphoric acid